5-((1-(2-(2-Oxa-6-azaspiro[3.3]heptan-6-yl)pyridin-4-yl)-1H-indazol-6-yl)oxy)-5,6,7,8-tetrahydronaphthalene-2-carbonitrile C1OCC12CN(C2)C2=NC=CC(=C2)N2N=CC1=CC=C(C=C21)OC2C=1C=CC(=CC1CCC2)C#N